2,7-dimethyl-9,9-diphenyl-9,10-dihydroacridine CC1=CC=2C(C3=CC(=CC=C3NC2C=C1)C)(C1=CC=CC=C1)C1=CC=CC=C1